N1(N=CC=C1)C1=C(CNC2=C3N=CN(C3=NC(=N2)Cl)C(C)C)C=CC=C1 N-(2-(1H-pyrazol-1-yl)benzyl)-2-chloro-9-isopropyl-9H-purin-6-amine